Pentamethylcyclopentadienyl-dimethyl-(1-isobutyl-6,6-dimethyl-1,5,6,7-tetrahydro-s-indacenyl)hafnium CC1=C(C(=C(C1([Hf](C1(C=CC2=CC=3CC(CC3C=C12)(C)C)CC(C)C)(C)C)C)C)C)C